C1(CCCC1)S(=O)(=O)NC1CCN(CC1)C1=C(C=CC=C1)/C=C/C(=O)NO (E)-3-(2-(4-(cyclopentane-sulfonamido)piperidin-1-yl)phenyl)-N-hydroxyacrylamide